(1R,3S,5R)-N-(3-(methoxymethyl)-6-(trifluoromethyl)pyridin-2-yl)-5-methyl-2-azabicyclo[3.1.0]hexane-3-carboxamide hydrochloride Cl.COCC=1C(=NC(=CC1)C(F)(F)F)NC(=O)[C@H]1N[C@@H]2C[C@@]2(C1)C